P(=O)(OCCN(C(=O)C=1C=NC(=NC1)SC)CC#C)(OCC[N+](C)(C)C)[O-] 2-(2-(methylthio)-N-(prop-2-yn-1-yl)pyrimidine-5-carboxamido)ethyl (2-(trimethylammonio)ethyl) phosphate